C(C)C1=NC(=C2N(C(N(C2=N1)[C@H]1CN(CC1)C(C#CC)=O)=O)C1=CC=C(C=C1)OC1=CC=CC=C1)N (R)-2-ethyl-6-amino-9-(1-(but-2-ynoyl)pyrrolidin-3-yl)-7-(4-phenoxyphenyl)-7,9-dihydro-8H-purin-8-one